5-[3-fluoro-4-(morpholin-4-yl)phenyl]-3,6-dihydro-2H-1,3,4-oxadiazin-2-one FC=1C=C(C=CC1N1CCOCC1)C1=NNC(OC1)=O